C(C)(C)(C)OC(=O)N1C(OC[C@@H]1[C@@H]([C@H](CO)C)O[Si](C)(C)C(C)(C)C)(C)C (4R)-4-((1R,2S)-1-{[tert-butyl-(dimethyl)silyl]Oxy}-3-hydroxy-2-methylpropyl)-2,2-dimethyl-1,3-oxazolidine-3-carboxylic acid tert-butyl ester